C(C)(C)(C)OC(=O)N1CCN(CC1)C1=C(C=C(C=C1)NC1C(NC(CC1)=O)=O)F.CS(=O)(=O)OCCCOC1=CC2=CC=CC=C2C=C1 2-(3-methanesulfonyloxypropoxy)naphthalene tert-Butyl-4-(4-((2,6-dioxopiperidin-3-yl)amino)-2-fluorophenyl)piperazine-1-carboxylate